butyl (s)-3-(2-(4-methoxyphenyl)hydrazine-1-carbonyl)piperidine-1-carboxylate COC1=CC=C(C=C1)NNC(=O)[C@@H]1CN(CCC1)C(=O)OCCCC